C(C)(C)(C)OC(=O)N1C[C@H](OC2=C(C1)N=C(C=C2)O)CC (R)-2-ethyl-7-hydroxy-2,3-dihydropyrido[2,3-f][1,4]oxazepine-4(5H)-carboxylic acid tert-butyl ester